CC1=C(C=CC=C1COC=1C(=CC(=C(OCC=2C=C(C#N)C=CC2)C1)C=O)[N+](=O)[O-])C1=C(C(=CC=C1)C1=NC(=NO1)CN1CCOCC1)C 3-((5-((2,2'-dimethyl-3'-(3-(morpholinomethyl)-1,2,4-oxadiazol-5-yl)-[1,1'-biphenyl]-3-yl)methoxy)-2-formyl-4-nitrophenoxy)methyl)benzonitrile